ethyl 3-(3-amino-5-(trifluoromethyl) pyridin-2-yl)propanoate NC=1C(=NC=C(C1)C(F)(F)F)CCC(=O)OCC